lauroyl-sarcosine triethanolamine salt N(CCO)(CCO)CCO.C(CCCCCCCCCCC)(=O)N(C)CC(=O)O